1-Trifluoromethylthio-indole FC(SN1C=CC2=CC=CC=C12)(F)F